ethyl-2-[3-[(Z)-N-[(R)-tert-butylsulfinyl]-C-methyl-carbonimidoyl]-2-methyl-phenyl]-2,2-difluoroacetate C(C)OC(C(F)(F)C1=C(C(=CC=C1)\C(=N/[S@](=O)C(C)(C)C)\C)C)=O